5-chloro-4-(cyclopentylmethoxy)-2-fluoro-N-((4-((1-(oxetan-3-yl)azetidin-3-yl)oxy)piperidin-1-yl)sulfonyl)benzamide ClC=1C(=CC(=C(C(=O)NS(=O)(=O)N2CCC(CC2)OC2CN(C2)C2COC2)C1)F)OCC1CCCC1